6-(4-((4-formylphenethoxy)methyl)phenyl)nicotinonitrile C(=O)C1=CC=C(CCOCC2=CC=C(C=C2)C2=NC=C(C#N)C=C2)C=C1